tri(propylphenyl) phosphate P(=O)(OC1=C(C=CC=C1)CCC)(OC1=C(C=CC=C1)CCC)OC1=C(C=CC=C1)CCC